N-(2-((1S,4S)-2-oxa-5-azabicyclo[2.2.1]heptane-5-yl)-5-((6-((R)-3-(3-fluorophenyl)isoxazolidine-2-yl)pyrimidine-4-yl)amino)-4-methoxy-phenyl)acrylamide [C@@H]12OC[C@@H](N(C1)C1=C(C=C(C(=C1)OC)NC1=NC=NC(=C1)N1OCC[C@@H]1C1=CC(=CC=C1)F)NC(C=C)=O)C2